(1-(4-aminopyrimidin-2-yl)ethyl)-N-(3-chloro-4-methoxyphenyl)-3-(triisopropylsilyl)propiolamide NC1=NC(=NC=C1)C(C)N(C(C#C[Si](C(C)C)(C(C)C)C(C)C)=O)C1=CC(=C(C=C1)OC)Cl